C(C=CCCCCCCCCC)(=O)[O-] dodecenoate